((2R,3R,4R,5R)-5-(6-amino-9H-purin-9-yl)-4-fluoro-3-hydroxytetrahydrofuran-2-yl)methyl hydrogen morpholinophosphonate O1CCN(CC1)P(OC[C@H]1O[C@H]([C@@H]([C@@H]1O)F)N1C2=NC=NC(=C2N=C1)N)(O)=O